4,5-dimethyl-6-[[2-(1H-pyrazol-4-yl)ethyl]amino]pyrimidine-2-carboxylic acid CC1=NC(=NC(=C1C)NCCC=1C=NNC1)C(=O)O